[6-[[3-(methylsulfonimidoyl)phenyl]methyl]-2-azaspiro[3.3]heptan-2-yl]-[6-[3-(trifluoromethyl)-1,2,4-triazol-1-yl]-2-azaspiro[3.3]heptan-2-yl]methanone CS(=O)(=N)C=1C=C(C=CC1)CC1CC2(CN(C2)C(=O)N2CC3(C2)CC(C3)N3N=C(N=C3)C(F)(F)F)C1